O1CCOC2=C1C=CC(=C2)C2N(C(C1=CC=CC=C1C2C(=O)O)=O)C2=CC=C(C=C2)OCC(F)(F)F 3-(2,3-dihydro-1,4-benzodioxin-6-yl)-1-oxo-2-[4-(2,2,2-trifluoroethoxy)phenyl]-1,2,3,4-tetrahydroisoquinoline-4-carboxylic acid